N,N-diethyl-1,2-ethylenediamine dihydrochloride Cl.Cl.C(C)N(CCN)CC